CO[C@@H]1CCN2CC(CC12)=C (1R)-1-methoxy-6-methylenetetrahydro-1H-pyrrolizin